ClC=1C=CC2=C(N(C(N2)=O)C2CC2)C1 6-CHLORO-1-CYCLOPROPYL-1H-BENZO[D]IMIDAZOLE-2(3H)-ONE